tertbutyl N-{6-bromo-7-methylthieno[3,2-c]pyridazin-4-yl}-N-(thiophen-2-ylmethyl)carbamate BrC1=C(C=2N=NC=C(C2S1)N(C(OC(C)(C)C)=O)CC=1SC=CC1)C